C1(CC1)NC1=NC(=CC2=C1N(C=N2)C(C)C)C2=CC=C1C(=C2)N(C(C12CCN(CC2)C(=O)N2CCNCC2)=O)C2CC(C2)N2CCCCC2 6-[4-(CYCLOPROPYLAMINO)-3-(PROPAN-2-YL)-3H-IMIDAZO[4,5-C]PYRIDIN-6-YL]-1'-(PIPERAZINE-1-CARBONYL)-1-[(1S,3S)-3-(PIPERIDIN-1-YL)CYCLOBUTYL]-1,2-DIHYDROSPIRO[INDOLE-3,4'-PIPERIDIN]-2-ONE